methyl 3-chloro-6-vinylimidazo[1,2-a]pyridine-8-carboxylate ClC1=CN=C2N1C=C(C=C2C(=O)OC)C=C